COC1=CC=C(C=C1)CN1N=C2C(=C1)C(NC2)=O 2-[(4-methoxyphenyl)methyl]-2H,4H,5H,6H-pyrrolo[3,4-c]pyrazol-4-one